BrC=1C(=NC=C(N1)C1=CC=C(C=C1)N1CCN(CC1)C)N 3-Bromo-5-[4-(4-methylpiperazin-1-yl)phenyl]pyrazin-2-amine